5-bromo-6,7-difluoro-1-(2-methoxyethyl)benzotriazole BrC1=CC2=C(N(N=N2)CCOC)C(=C1F)F